[1,1'-bis(dicyclohexylphosphino)ferrocene] palladium (II) dichloride [Pd](Cl)Cl.C1(CCCCC1)P([C-]1C=CC=C1)C1CCCCC1.[C-]1(C=CC=C1)P(C1CCCCC1)C1CCCCC1.[Fe+2]